3-(trifluoromethoxy)phenylalanine ethyl ester C(C)OC([C@@H](N)CC1=CC(=CC=C1)OC(F)(F)F)=O